N1(N=CC=C1)CCC=1N(C=2C(=C3CC[C@@H](N(C3=CC2)C(=O)OC)C)N1)CC(=O)NCC1=CN=CO1 methyl (S)-2-(2-(1H-pyrazol-1-yl)ethyl)-7-methyl-3-(2-((oxazol-5-ylmethyl)amino)-2-oxoethyl)-3,7,8,9-tetrahydro-6H-imidazo[4,5-f]quinoline-6-carboxylate